ethyl 1-amino-4-(3-methoxy-2-methylphenyl)-3-(6-methylpyridin-2-yl)-1H-pyrrole-2-carboxylate NN1C(=C(C(=C1)C1=C(C(=CC=C1)OC)C)C1=NC(=CC=C1)C)C(=O)OCC